C(C)(C)(C)OC(N[C@H](C(=O)NC)CCCC1=CC=CC=2N(N=NC21)CC2=CC=C(C=C2)OC)=O (S)-(5-(1-(4-methoxybenzyl)-1H-benzo[d][1,2,3]triazol-4-yl)-1-(methylamino)-1-oxopent-2-yl)carbamic acid tert-butyl ester